N1C=C(C2=CC=CC=C12)NC(=O)C1=CC2=C(SCC(N2CC2=NN(C=C2)C)=O)C=C1 N-(1H-indol-3-yl)-4-((1-methyl-1H-pyrazol-3-yl)methyl)-3-oxo-3,4-dihydro-2H-benzo[b][1,4]thiazine-6-carboxamide